COC=1C=C2C(=CC=NC2=CC1OC)OC1=C(C=C(C=C1)NC(=O)NS(=O)(=O)CC1=CC=C(C=C1)Br)F 1-[4-(6,7-Dimethoxyquinolin-4-yloxy)-3-fluorophenyl]-3-[(4-bromobenzyl)sulfonyl]urea